C(C=C)(=O)N1C[C@@H](CCC1)N1C(N(C=2C(=NC=CC21)N)C2=CC=C(C=C2)OC2=CC=CC=C2)=O (R)-1-mono(1-acryloylpiperidin-3-yl)-4-amino-3-(4-phenoxyphenyl)-1H-imidazo[4,5-c]pyridin-2(3H)-one